CN1N=CC(=C1)C=1C=C(C=2N(C1)N=CC2C#N)C=2C=NC(=CC2)N2CC1N(C(C2)C1)CC1=C(C=CC=C1)S(=O)(=O)C 6-(1-methyl-1H-pyrazol-4-yl)-4-(6-(6-(2-(methylsulfonyl)benzyl)-3,6-diazabicyclo[3.1.1]heptan-3-yl)pyridin-3-yl)pyrazolo[1,5-a]pyridine-3-carbonitrile